N[C@H](C(=O)O)CCN(C)C1=CC=C(C=C1)Cl (S)-2-amino-4-((4-chlorophenyl)(methyl)amino)butanoic acid